(R)-10-methyl-3-(2-oxo-7-azaspiro[3.5]nonan-7-yl)-9,10,11,12-tetrahydro-8H-[1,4]diazepino[5',6':4,5]thieno[3,2-f]quinolin-8-one C[C@H]1NC(C2=C(C=3C=4C=CC(=NC4C=CC3S2)N2CCC3(CC(C3)=O)CC2)NC1)=O